FC(OC1=C(C=C(C=C1F)NC(OC1=CC=CC=C1)=O)F)F phenyl (4-(difluoromethoxy)-3,5-difluorophenyl)carbamate